ClC=1C(=NC(=NC1)NC1CCOCC1)C1=CC=C2CN(C(C2=C1)=O)[C@@H](C(=O)N[C@H](CO)C1=CC=CC=C1)C (2R)-2-(6-{5-chloro-2-[(oxan-4-yl)amino]pyrimidin-4-yl}-1-oxo-2,3-dihydro-1H-isoindol-2-yl)-N-[(1S)-2-hydroxy-1-phenylethyl]propanamide